P(=O)(O)(O)O.N1=C(N)N=C(N)N=C1N melamine phosphate